ClC=1C(N(C=CC1N[C@@H]1C[C@@H](CN(C1)C)C1=CC=C(C(=O)OC)C=C1)C)=O methyl 4-[(3R,5R)-5-[(3-chloro-1-methyl-2-oxo-4-pyridyl)amino]-1-methyl-3-piperidyl]benzoate